C1(CC1)C=1C(=C(C=C(C1)C1=C(C(=C(C=C1OCCCC=C)C)C)C)[C@H](CC(=O)OCC)NC([C@@H](CC=C)OS(=O)(=O)C)=O)F Ethyl (S)-3-(5-cyclopropyl-4-fluoro-2',3',4'-trimethyl-6'-(pent-4-en-1-yloxy)-[1,1'-biphenyl]-3-yl)-3-((R)-2-((methylsulfonyl)oxy)pent-4-enamido)propanoate